[Ti].[V].[N] nitrogen vanadium-titanium